gadolinium-zirconium-europium oxygen 4-(5-chloro-2-methoxy-phenyl)-N-[6-(3-cyano-1-piperidinyl)thiazolo[4,5-b]pyrazin-2-yl]-6-methyl-pyridine-3-carboxamide ClC=1C=CC(=C(C1)C1=C(C=NC(=C1)C)C(=O)NC=1SC=2C(=NC=C(N2)N2CC(CCC2)C#N)N1)OC.[O].[Eu].[Zr].[Gd]